N-(4-Methoxyphenyl)-9-(methyl(7H-pyrrolo[2,3-d]pyrimidin-4-yl)amino)-3-azaspiro[5.5]undecan-3-carboxamid COC1=CC=C(C=C1)NC(=O)N1CCC2(CC1)CCC(CC2)N(C=2C1=C(N=CN2)NC=C1)C